2-((3-fluoro-5-methylphenyl)amino)-5-((5,6,7,8-tetrahydronaphthalen-2-yl)amino)nicotinamide FC=1C=C(C=C(C1)C)NC1=C(C(=O)N)C=C(C=N1)NC1=CC=2CCCCC2C=C1